C(=C)OCCCCOC(CCC(=O)OCCCCOC=C)=O.OCCCOC(C(=C)C)=O.C(C=C)(=O)OCCCO Hydroxypropyl acrylate Hydroxypropyl-methacrylate Bis[4-(vinyloxy)butyl]succinate